bis(6-carboxy-2-pyridylmethyl)-diethylenetriamine C(=O)(O)C1=CC=CC(=N1)CN(CCNCCN)CC1=NC(=CC=C1)C(=O)O